Ethylenediaminetetraacetic acid dipotassium salt [K+].[K+].C(CN(CC(=O)[O-])CC(=O)[O-])N(CC(=O)O)CC(=O)O